C1(C(C2=CC=CC3=CC4=C(C1=C23)C=CC=C4)=O)=N benzoacenaphthenequinone imide